C(C)N1C=NC2=C1N=NC=C2C=2C=CC(=C(C2)C2=C(C=C(C=C2)C)OC)F 6-(5-(7-ethyl-7H-imidazo[4,5-c]pyridazin-4-yl)-2-fluorophenyl)-5-methoxy-3-methylbenzene